oxo-2-furanacetic acid O=C(C(=O)O)C=1OC=CC1